C(C)(C)(C)OC(=O)N[C@@H](CC[C@H](C)OC1=NC=CC(=C1)N(C(OC(C)(C)C)=O)C1=CC(=NN1C(C)(C)C)[C@@H]1C[C@@H](CC1)O[Si](C)(C)C(C)(C)C)C tert-butyl (2-(((2S,5R)-5-((tert-butoxycarbonyl)amino)hexan-2-yl)oxy)pyridin-4-yl)(1-(tert-butyl)-3-((1S,3R)-3-((tert-butyldimethylsilyl)oxy)cyclopentyl)-1H-pyrazol-5-yl)carbamate